bromo-3-fluoro-2-nitrobenzene BrC1=C(C(=CC=C1)F)[N+](=O)[O-]